OC(CCC)CCCCC 4-hydroxynonane